Cl.NC1=C(C=C(OC2=CC=NC=3NC(C=NC32)=O)C=C1)SCC 8-(4-amino-3-ethylsulfanyl-phenoxy)-4H-pyrido[2,3-b]pyrazin-3-one, hydrochloride